[1,3,2]oxazaphospholane O1PNCC1